C(CCCCCCCCCCCCCCCCCCCCC)N(C(=O)C1=CC=C(C=C1)NNC(=O)[O-])CCCCCCCCCCCCCCCCCCCCCC 2-(4-(didocosylcarbamoyl)phenyl)hydrazine-1-carboxylate